CS(=O)(=O)NC=1C=C(C=CC1)NC(C1=CC=C(C=C1)N1N=CC=C1)=O N-(3-(methylsulfonamido)phenyl)-4-(1H-pyrazol-1-yl)benzamide